C(N)(=S)NCC(=O)N (carbamothioylamino)acetamide